BrC1=CC(=C(OC(C(=O)[O-])CF)C=C1)C(CC)(F)F 2-(4-bromo-2-(1,1-difluoropropyl)phenoxy)-3-fluoropropanoate